2-Amino-5-(3,3-difluoropropyl)pyrimidine-4,6-diol NC1=NC(=C(C(=N1)O)CCC(F)F)O